CC(CCO[C@H](CC1=C(C(=CC=C1)C1=C(C=C(C=C1C)C)C)O)[C@@H](CC1=C(C(=CC=C1)C1=C(C=C(C=C1C)C)C)O)OCCC(C)(C)C)(C)C 3,3''-((2R,3R)-2,3-bis(3,3-dimethylbutoxy)butane-1,4-diyl)bis(2',4',6'-trimethyl-[1,1'-biphenyl]-2-ol)